2-[[4-[4-Hydroxy-piperidinyl]-6-(3,5-dimethyl-4-isoxazolyl)-2-pyrimidinyl]amino]-4-methyl-5-thiazolecarboxylic acid ethyl ester C(C)OC(=O)C1=C(N=C(S1)NC1=NC(=CC(=N1)N1CCC(CC1)O)C=1C(=NOC1C)C)C